C(C)(C)(C)OC(=O)N1CCN(CCC1)C=1N=C2N3C=4C=CC=CC4NC3=C(C(C2=CN1)=O)C(=O)OCC Ethyl 4-(4-tert-butoxycarbonyl-1,4-diazepan-1-yl)-8-oxo-1,3,5,11-tetrazatetracyclo-[8.7.0.02,7.012,17]heptadeca-2,4,6,9,12(17),13,15-heptaene-9-carboxylate